C(C)(C)(C)OC(=O)N1CC(C1)COC=1SC(=NN1)NC(=O)C=1C=NC(=CC1C1=CC(=NC=C1OC)Cl)C 3-(((5-(2'-chloro-5'-methoxy-6-methyl-(4,4'-bipyridyl)-3-carboxamido)-1,3,4-thiadiazol-2-yl)oxy)methyl)azetidine-1-carboxylic acid tert-butyl ester